C(C)(C)(C)OC(=O)N1CCN(CC1)C(C1=CC(=C(C=C1)N1CCN(CC1)C(C)C)[N+](=O)[O-])=O 4-(4-(4-Isopropylpiperazin-1-yl)-3-nitrobenzoyl)piperazine-1-carboxylic acid tert-butyl ester